OC1(CCCCC1)C1=C(C(=O)C2=CC=CC=C2)C=CC=C1 1-Hydroxy-cyclohexylbenzophenone